5-fluoro-2-(piperidin-1-yl)-9H-chromeno[2,3-d]thiazol-9-one FC1=CC=CC=2C(C3=C(N=C(S3)N3CCCCC3)OC12)=O